[I-].S1C2=C(C=C1)C(=CC=C2)N2CC[N+](CC2)(COC(CCCCCCCCCCCCCCC)=O)CCCCOC2=CC=C1C=CC(NC1=C2)=O 4-(benzo[b]thiophen-4-yl)-1-(4-(2-oxo-1,2-dihydroquinoLin-7-yloxy)butyl)-1-(palmitoyloxymethyl)piperazin-1-ium iodide